2-[3-fluoro-4-(propane-2-yloxy)phenyl]acetyl chloride FC=1C=C(C=CC1OC(C)C)CC(=O)Cl